ClC=1N=C(C2=C(N1)C=C(O2)C)Cl 2,4-dichloro-6-methyl-furo[3,2-d]pyrimidine